P(=O)(OC[N+]1=C(C(=CC=C1)C1=CC(=NO1)CC1=CC=C(C=C1)COC1=C(C=CC(=C1)F)F)N)(O)[O-] (2-amino-3-(3-(4-((2,5-difluorophenoxy)methyl)benzyl)isoxazol-5-yl)pyridin-1-ium-1-yl)methyl hydrogen phosphate